CC1C(NCCN1)C(=O)O 3-METHYLPIPERAZINE-2-CARBOXYLIC ACID